2-((((1r,4S)-4-aminocyclohexyl)amino)-5-(3,5-dimethylisoxazol-4-yl)phenyl)-6-oxopiperidine-2-carboxamide NC1CCC(CC1)NC1=C(C=C(C=C1)C=1C(=NOC1C)C)C1(NC(CCC1)=O)C(=O)N